tert-butyl 4-(4-(3-(2,6-dimethylpyridin-4-yl)furo[3,2-b]pyridin-6-yl)phenyl)piperazine-1-carboxylate CC1=NC(=CC(=C1)C1=COC=2C1=NC=C(C2)C2=CC=C(C=C2)N2CCN(CC2)C(=O)OC(C)(C)C)C